(4-(benzyloxy)phenyl)-4-methyl-4H-1,2,4-triazole C(C1=CC=CC=C1)OC1=CC=C(C=C1)C1=NN=CN1C